(rac)-5-{3,5-difluoro-4-[(2S)-2-methylmorpholin-4-yl]phenyl}-6-methyl-3,6-dihydro-2H-1,3,4-oxadiazin-2-one FC=1C=C(C=C(C1N1C[C@@H](OCC1)C)F)C1=NNC(O[C@@H]1C)=O |&1:20|